ClC1=C(C(=CC=C1)Cl)N1N=C(C(=C1)NC1=CC=C(C=C1)C1=C(N=CN1C)C)C(=O)N 1-(2,6-dichlorophenyl)-4-((4-(1,4-dimethyl-1H-imidazol-5-yl)phenyl)amino)-1H-pyrazole-3-carboxamide